{6-[7-(2-pyrrolidin-1-yl-ethoxy)-imidazo[1,2-a]pyridin-3-yl]-pyrimidin-4-yl}-(4-[1,2,3]triazol-1-yl-benzyl)-amine N1(CCCC1)CCOC1=CC=2N(C=C1)C(=CN2)C2=CC(=NC=N2)NCC2=CC=C(C=C2)N2N=NC=C2